The molecule is an oxazolidinone that is 1,2-oxazolidin-3-one substituted by a 2,4-dichlorobenzyl group at position 2 and two methyl groups at position 4. It is a herbicide used for the control of annual ryegrass (including herbicide resistant biotypes) and regionally specific broadleaf weeds. It has a role as a herbicide, an agrochemical and a carotenoid biosynthesis inhibitor. It is an oxazolidinone and a dichlorobenzene. CC1(CON(C1=O)CC2=C(C=C(C=C2)Cl)Cl)C